CC1=COC2=C1C=C(C=C2)C2=CC(=NC=N2)N[C@@H](C)C2=CC(=CC=C2)C=2C=NC(=NC2)N2CCN(CC2)C 6-(3-methyl-1-benzofuran-5-yl)-N-[(1S)-1-{3-[2-(4-methylpiperazin-1-yl)pyrimidin-5-yl]phenyl}ethyl]pyrimidin-4-amine